BrC1=C(C=CC(=C1)F)C(CCC=C)NC1=CC=C(C=C1)OC N-(1-(2-bromo-4-fluorophenyl)pent-4-en-1-yl)-4-methoxyaniline